O.O.C(CCCCCCC)OC(=O)NC=1C=C(C(C(=O)[O-])=CC1)O.C(CCCCCCC)OC(=O)NC=1C=C(C(C(=O)[O-])=CC1)O.[Zn+2] zinc bis[4-(N-octyloxycarbonylamino) salicylate] dihydrate